ClC=1C(=NC(=NC1)NC=1C(=NN(C1)C1CCN(CC1)C)C)NCCCN1C(CCCC1)=O 1-(3-((5-chloro-2-((3-methyl-1-(1-methylpiperidin-4-yl)-1H-pyrazol-4-yl)amino)pyrimidin-4-yl)amino)propyl)piperidin-2-one